C1(C=CC(N1CCCOC1C(=O)NC(C1)=O)=O)=O maleimidopropyloxysuccinimide